2-(1,2,3,4-tetrahydroisoquinoline-2-carbonyl)thiazolo[5,4-g]isoquinoline-4,9-dione trifluoroacetate FC(C(=O)O)(F)F.C1N(CCC2=CC=CC=C12)C(=O)C=1SC=2C(C=3C=CN=CC3C(C2N1)=O)=O